methyl (S)-3-(((1-methylpyrrolidin-2-yl)methyl)thio)propanoate CN1[C@@H](CCC1)CSCCC(=O)OC